2-fluoro-N,N-dimethyl-4-nitrobenzenesulfonamide FC1=C(C=CC(=C1)[N+](=O)[O-])S(=O)(=O)N(C)C